ClC1=C(C#N)C(=CC=C1)N1N=CC(=C1)C1=CN(C(C=C1C=1C=NC(=CC1)OC1CC1)=O)C 2-chloro-6-[4-[4-[6-(cyclopropoxy)-3-pyridyl]-1-methyl-6-oxo-3-pyridyl]pyrazol-1-yl]benzonitrile